(R)-1-(7-(8-ethynyl-7-fluoronaphthalen-1-yl)-8-fluoro-4-(methyl(piperidin-2-ylmethyl)amino)pyrido[4,3-d]pyrimidin-2-yl)-4-methylpiperidin-4-ol C(#C)C=1C(=CC=C2C=CC=C(C12)C1=C(C=2N=C(N=C(C2C=N1)N(C[C@@H]1NCCCC1)C)N1CCC(CC1)(O)C)F)F